ON=C1C(C=2C(=CC=3C(C4=CC=CC=C4C3C2)(CCC)CCC)C1)C 2-(hydroxyimino)-3-methyl-9,9-dipropyl-3,9-dihydrocyclopenta[b]fluorene